N1(CCCN(CCCNCCC1)CC=1C(=C(C(=O)NC(CO)O)C=C(C1)C)O)CC=1C(=C(C(=O)NC(CO)O)C=C(C1)C)O 3,3'-[1,5,9-triazacyclododecane-1,5-diylbis(methylene)]bis[N-(1,2-dihydroxyethyl)-2-hydroxy-5-methyl-benzamide]